NC([C@H](CCC(=O)OC(C)(C)C)N1C(C2=CC=C(C=C2C1)C[C@@H]1[C@H]([C@H](CCC1)O[Si](C1=CC=CC=C1)(C1=CC=CC=C1)C(C)(C)C)NC(=O)OC(C)(C)C)=O)=O |o1:22,23,24| tert-Butyl (S)-5-amino-4-(5-(((1R,2R,3S)-rel-2-((tert-butoxycarbonyl)amino)-3-((tert-butyldiphenylsilyl)oxy)cyclohexyl)methyl)-1-oxoisoindolin-2-yl)-5-oxopentanoate